8-fluoro-6-((2-methoxyquinolin-3-yl)methyl)-2H-benzo[b][1,4]oxazin-3(4H)-one FC1=CC(=CC2=C1OCC(N2)=O)CC=2C(=NC1=CC=CC=C1C2)OC